NC=1N(C(/C(/N1)=C/C1=CC=CC=C1)=O)C (4Z)-2-amino-1-methyl-4-(phenylmethylidene)-4,5-dihydro-1H-imidazol-5-one